CC1=NN(C=C1NC1=NC=C(C(=N1)NCCCNC(=O)C1CCC1)C(F)(F)F)C1CCN(CC1)C N-(3-((2-((3-methyl-1-(1-methylpiperidin-4-yl)-1H-pyrazole-4-yl)amino)-5-(trifluoromethyl)pyrimidin-4-yl)amino)propyl)cyclobutanecarboxamide